((7,7-difluoro-9-isopropyl-5-methyl-6-oxo-8H-pyrimido[4,5-b][1,4]diazepin-2-yl)amino)-4-methoxy-pyridine-2-carboxylic acid methyl ester COC(=O)C1=NC=CC(=C1NC=1N=CC2=C(N(CC(C(N2C)=O)(F)F)C(C)C)N1)OC